cis-tert-butyl-3-[(2,7-dichloro-8-fluoro-pyrido[4,3-d]pyrimidin-4-yl)-methyl-amino]-2-methyl-pyrrolidine-1-carboxylate C(C)(C)(C)OC(=O)N1[C@H]([C@H](CC1)N(C)C=1C2=C(N=C(N1)Cl)C(=C(N=C2)Cl)F)C